C(#N)COC(=O)C=1C=NN(C1)CC1=CC=C(C=C1)C1=NOC(=N1)C(F)(F)F 1-[[4-[5-(trifluoromethyl)-1,2,4-oxadiazol-3-yl]phenyl]methyl]-1H-pyrazole-4-carboxylic acid cyanomethyl ester